C(C)(C)(C)OC(=O)N1C(CC1)CN1C(N(C2=C1C=C(C=C2)NC2=C(C(=NC=C2)Cl)C#N)C)=O 2-((6-((2-chloro-3-cyanopyridin-4-yl)amino)-3-methyl-2-oxo-2,3-dihydro-1H-benzo[d]imidazol-1-yl)methyl)azetidine-1-carboxylic acid tert-butyl ester